4-((1R,5S)-3,8-Diazabicyclo[3.2.1]octan-3-yl)-7-(3-chloro-5-hydroxy-2-(trifluoromethyl)phenyl)-2-(((S)-1-methylpyrrolidin-2-yl)methoxy-d2)pyrido[3,4-d]pyrimidin-8(7H)-one [C@H]12CN(C[C@H](CC1)N2)C=2C1=C(N=C(N2)OC([2H])([2H])[C@H]2N(CCC2)C)C(N(C=C1)C1=C(C(=CC(=C1)O)Cl)C(F)(F)F)=O